methyl 1-(2-(3,3-difluoroazetidin-1-yl) ethyl)-1H-pyrazole-5-carboxylate FC1(CN(C1)CCN1N=CC=C1C(=O)OC)F